ClCCN(CCCl)C(=O)NC1=CC=C(C=C1)O bis-(2-chloroethyl)amino-4-hydroxyphenylamino-methanone